BrC1=CC=NC=2C(CCCC12)=O 4-bromo-6,7-dihydroquinolin-8(5H)-one